tert-butyl (4-bromo-6-methoxy-2,7-naphthyridin-1-yl)((5-fluoro-2,3-dihydrobenzofuran-4-yl)methyl)carbamate BrC1=CN=C(C2=CN=C(C=C12)OC)N(C(OC(C)(C)C)=O)CC1=C(C=CC2=C1CCO2)F